(E)-3-(2-(Cyclobutylmethoxy)-6-(trifluoromethyl)pyridin-3-yl)-N-(2-oxo-2,3-dihydro-1H-benzo[d]imidazol-4-yl)acrylamid C1(CCC1)COC1=NC(=CC=C1/C=C/C(=O)NC1=CC=CC=2NC(NC21)=O)C(F)(F)F